6-{3-{3-[4-(4-Chlorothiazol-2-yl)-1H-1,2,3-triazol-1-yl]-3-deoxy-β-D-galactopyranosyl}-4H-1,2,4-triazol-4-yl}-2-methylbenzothiazole ClC=1N=C(SC1)C=1N=NN(C1)[C@@H]1[C@H]([C@@H](O[C@@H]([C@@H]1O)CO)C1=NN=CN1C1=CC2=C(N=C(S2)C)C=C1)O